1,1-diphenylethane C1(=CC=CC=C1)C(C)C1=CC=CC=C1